tert-Butyl (4S)-4-[3-[5-(aminomethyl)tetrazol-1-yl]propyl]-2,2-dimethyl-pyrrolidine-1-carboxylate NCC1=NN=NN1CCC[C@H]1CC(N(C1)C(=O)OC(C)(C)C)(C)C